CC=1C=NOC1C(=O)NC1=NN(C2=CC=CC=C12)CC1=CC=C(C=C1)C(F)(F)F 4-methyl-N-(1-(4-(trifluoro-methyl)benzyl)-1H-indazol-3-yl)isoxazole-5-carboxamide